2-Chloro-5-nitro-N-(4-(trifluoromethyl)thiazol-2-yl)benzamide 2-((2-acetyl-6-fluorophenyl)amino)-2-oxoethyl-acetate C(C)(=O)C1=C(C(=CC=C1)F)NC(CCC(=O)O)=O.ClC1=C(C(=O)NC=2SC=C(N2)C(F)(F)F)C=C(C=C1)[N+](=O)[O-]